CC1=NOC(=C1N1C(C2=C(CCC1)C(=CN2)C2=NC(=NC=C2C(F)(F)F)NC2CNC(CC2)(C)C)=O)C 7-(3,5-dimethyl-1,2-oxazol-4-yl)-3-{2-[(6,6-dimethylpiperidin-3-yl)amino]-5-(trifluoromethyl)pyrimidin-4-yl}-1H,4H,5H,6H,7H,8H-pyrrolo[2,3-c]azepin-8-one